isobutyl-1-methylxanthine C(C(C)C)C1=NC=2NC(N(C(C2N1)=O)C)=O